N-hydroxy-1-(2-(2-hydroxyethylamino)ethyl)-1H-1,2,4-triazole-3-carboxamide ONC(=O)C1=NN(C=N1)CCNCCO